methyl (E)-4-((hydroxyimino)methyl)-2-methylbenzo[d]oxazole-6-carboxylate O\N=C\C1=CC(=CC2=C1N=C(O2)C)C(=O)OC